3,3'-(1,2-ethanediyl)bis[1-methyl-2-vinylimidazolium] C(C[N+]1=C(N(C=C1)C)C=C)[N+]1=C(N(C=C1)C)C=C